ClC1=C(C=CC=C1C=1C=NN(C1)CCNC(OC(C)(C)C)=O)C1=C(C(=CC=C1)C1=NC(=C(C=C1)C=O)OC)Cl tert-Butyl (2-(4-(2,2'-dichloro-3'-(5-formyl-6-methoxypyridin-2-yl)-[1,1'-biphenyl]-3-yl)-1H-pyrazol-1-yl)ethyl)carbamate